C=CC(C(C(C(C(C(C=C)(F)F)(F)F)(F)F)(F)F)(F)F)(F)F dodecafluoro-1,9-decadiene